CC1(CC(O1)CO)C (4,4-dimethyloxetan-2-yl)methanol